C1(=CC=CC=C1)C=CCC=1C(CCCC1)=O phenylallylcyclohexenone